C(C)(=O)C(CNCC)C(C)=O (diacetyl)diethylamine